CC(CC(=O)OC=1C=CC2=C(C1)OC(C=1C2N2N(CC1)C(N(C2=O)C2=CC=C(C=C2)C(C)=O)=O)(C)C)C 2-(4-acetylphenyl)-7,7-dimethyl-1,3-dioxo-2,3,5,12b-tetrahydro-1H,7H-chromeno[4,3-c][1,2,4]triazolo[1,2-a]pyridazin-10-yl 3-methylbutanoate